(2-(2-phenylpropyl))-3-tert-butyl-1-N-pentyl-1H-pyrazole-5-carboxamide C1(=CC=CC=C1)C(CN1N(C(=CC1C(C)(C)C)C(=O)N)CCCCC)C